lauryl-carboxymethylhydroxyethyl-imidazolium tert-Butyl-(3S,5S)-5-(2-hydroxypropan-2-yl)pyrrolidin-3-ylcarbamate C(C)(C)(C)OC(N[C@@H]1CN[C@@H](C1)C(C)(C)O)=O.C(CCCCCCCCCCC)C=1[N+](=C(NC1)CCO)CC(=O)O